tert-butyl (4-(4-aminopyrazolo[5,1-f][1,2,4]triazin-6-yl)phenyl)carbamate NC1=NC=NN2C1=CC(=N2)C2=CC=C(C=C2)NC(OC(C)(C)C)=O